C1(CC1)C1=NN=C2N1N=C(C=C2NCC2=NC=CC=C2)NC 3-cyclopropyl-N6-methyl-N8-(pyridin-2-ylmethyl)-[1,2,4]triazolo[4,3-b]pyridazine-6,8-diamine